N1C=CC2=NC=CC=C21 1H-pyrrolo[3,2-b]pyridin